(1s,4s)-4-((5-(1-(2,2-difluoroethyl)-1H-benzo[d][1,2,3]triazol-6-yl)-6-fluoro-4-(methoxy-d3)pyrrolo[2,1-f][1,2,4]triazin-2-yl)amino)-1-methylcyclohexan-1-ol FC(CN1N=NC2=C1C=C(C=C2)C=2C(=CN1N=C(N=C(C12)OC([2H])([2H])[2H])NC1CCC(CC1)(O)C)F)F